2,4,6-TRIFLUORO-PHENYLISOCYANIDE FC1=C(C(=CC(=C1)F)F)[N+]#[C-]